1-(3-fluoropyridin-2-yl)-1H-1,2,4-triazole-3-carboxylic acid FC=1C(=NC=CC1)N1N=C(N=C1)C(=O)O